C1(CC1)N1CC2CCC(C1)N2C2=C(C=C(C(=C2)OC)C2=NC=C1C=C(C=3N(C1=C2)C=CN3)C3=C(C(=CC(=C3Cl)OC)OC)Cl)NC(C=C)=O N-(2-(3-cyclopropyl-3,8-diazabicyclo[3.2.1]oct-8-yl)-5-(4-(2,6-dichloro-3,5-dimethoxyphenyl)imidazo[1,2-a][1,6]naphthyridin-8-yl)-4-methoxyphenyl)acrylamide